1-(4-bromo-2-(methoxymethoxy)phenyl)-2-(3-bromo-6-methoxypyridin-2-yl)ethanone BrC1=CC(=C(C=C1)C(CC1=NC(=CC=C1Br)OC)=O)OCOC